NC(C#CC(=O)O)CCCCCl amino-8-chloro-octynoic acid